O=C1C(OC2=CC=CC=C2C1)=O 3-KETOCUMARINE